BrC=1C=C(C(=NC1)N1[C@@H](COCC1)C)OC (3R)-4-(5-bromo-3-methoxypyridin-2-yl)-3-methylmorpholine